2-phenyl-3-(2-chlorobenzoyloxy)-4H-pyrido[1,2-a]pyrimidin-4-one C1(=CC=CC=C1)C=1N=C2N(C(C1OC(C1=C(C=CC=C1)Cl)=O)=O)C=CC=C2